OC=1C=C(C=CC1)C=1C=C2C=CC(=NC2=CC1)OC 6-(3-hydroxyphenyl)-2-methoxyquinoline